3-(13-methyl-5-oxo-6,7-dihydro-5H-indolo[2,3-a]pyrrolo[3,4-c]carbazol-12(13H)-yl)propanenitrile CN1C=2C=CC=CC2C2=C1C=1N(C3=CC=CC=C3C1C1=C2C(NC1)=O)CCC#N